C(C)(C)(C)N1N=C(C=C1C)NC1=C(C=C(C(=N1)C[C@@]1(C[C@H](NCC1)C)C(=O)[O-])F)F (2R,4R)-4-((6-((1-(tert-butyl)-5-methyl-1H-pyrazol-3-yl) amino)-3,5-difluoropyridin-2-yl)-methyl)-2-methylpiperidine-4-carboxylate